4,4'-divinyl-2,2'-bipyridine antimony [Sb].C(=C)C1=CC(=NC=C1)C1=NC=CC(=C1)C=C